2,4-diphenyl-6-(2-hydroxy-4-butoxyphenyl)-s-triazine C1(=CC=CC=C1)C1=NC(=NC(=N1)C1=CC=CC=C1)C1=C(C=C(C=C1)OCCCC)O